C(C)SC1=NN=NN1 5-ethylsulfanyl-1H-tetrazole